C(C1=CC=CC=C1)OC1=NC(=CC=C1N1C(C2=CC=CC(=C2C1)[N+](=O)[O-])=O)OCC1=CC=CC=C1 2-[2,6-bis(benzyloxy)pyridin-3-yl]-4-nitro-3H-isoindol-1-one